C[C@@H]1OCC2=C1N=C(N=C2N2C[C@@H]1C([C@@H]1C2)CC(=O)O)N2[C@H](CC2)C 2-((1r,5s,6S)-3-((S)-7-methyl-2-((S)-2-methylazetidin-1-yl)-5,7-dihydrofuro[3,4-d]pyrimidin-4-yl)-3-azabicyclo[3.1.0]hex-6-yl)acetic acid